FC1=C(OC=2C(=CN=C3C=C(C(=NC23)OC)OC)F)C(=CC(=C1)[N+](=O)[O-])F 8-(2,6-difluoro-4-nitro-phenoxy)-7-fluoro-2,3-dimethoxy-1,5-naphthyridine